BrC1=CC=C(C=C1)N1N=CC2=CC(=C(C(=C12)F)OC1OCCCC1)F 1-(4-bromophenyl)-5,7-difluoro-6-((tetrahydro-2H-pyran-2-yl)oxy)-1H-indazole